C(#N)C1=NC2=CC(=CC(=C2N=C1N1CC(CC1)OC)C(C)NC1=C(C(=O)O)C=CC=C1)C 2-((1-(2-cyano-3-(3-methoxypyrrolidin-1-yl)-7-methylquinoxalin-5-yl)ethyl)amino)benzoic acid